5-isopropyl-3-methyl-2,3-dihydro-1H-inden-4-ol C(C)(C)C1=C(C=2C(CCC2C=C1)C)O